(1R,3R,4S,5R)-3-((5-chloro-4-(4-fluoro-2-(2-hydroxypropan-2-yl)-1-isopropyl-1H-benzo[d]imidazol-6-yl)pyrimidin-2-yl)amino)-1-(hydroxymethyl)-6,8-dioxabicyclo[3.2.1]octan-4-ol ClC=1C(=NC(=NC1)N[C@@H]1C[C@]2(CO[C@@H]([C@H]1O)O2)CO)C=2C=C(C1=C(N(C(=N1)C(C)(C)O)C(C)C)C2)F